NC1=C2C(N(C=NC2=CC=C1)CC1=C(C=CC=C1)OC)=O 5-amino-3-[(2-methoxyphenyl)methyl]-3,4-dihydroquinazolin-4-one